N-hydroxyethyl-lactamide OCCNC(C(O)C)=O